FC=1C(=CC(=NC1)OC)C=1C=C2N(N=CC(=C2NC(C)C)C(=O)NCCC(C)(C)O)C1 6-(5-fluoro-2-methoxypyridin-4-yl)-N-(3-hydroxy-3-methylbutyl)-4-(isopropylamino)pyrrolo[1,2-b]pyridazine-3-carboxamide